3-([8-carbamoyl-6-[4-(trifluoromethoxy)phenyl]pyrido[3,2-d]pyrimidin-4-yl]amino)-5-fluoropiperidine-1-carboxylic acid tert-butyl ester C(C)(C)(C)OC(=O)N1CC(CC(C1)F)NC=1C2=C(N=CN1)C(=CC(=N2)C2=CC=C(C=C2)OC(F)(F)F)C(N)=O